C(C)(C)(C)C=1N=C(C2=C(N1)N(N=N2)CC2=C(C=CC=C2)S(=O)(=O)F)N2C[C@H](CC2)O 2-[[5-tert-butyl-7-[(3S)-3-hydroxypyrrolidin-1-yl]triazolo[4,5-d]pyrimidin-3-yl]methyl]benzenesulfonyl fluoride